o-anisoleamide C=1(C(=CC=CC1)C(=O)N)OC